ClC=1C(=NC(=NC1)C1(CC(=C(C=C1OC)N(C)CCN(C)C)N)N)C=1C=NN2C1C=CC=C2 4-{5-chloro-4-pyrazolo[1,5-a]Pyridin-3-ylpyrimidin-2-yl}-N1-(2-dimethylaminoethyl)-N1-methyl-5-methoxybenzene-1,2,4-triamine